1-(1Z-octadecenyl)-2-heneicosanoyl-glycero-3-phosphoserine CCCCCCCCCCCCCCCCCCCCC(=O)O[C@H](CO/C=C\CCCCCCCCCCCCCCCC)COP(=O)(O)OC[C@@H](C(=O)O)N